(RS)-2-(4-Methyl-5-oxo-4-propan-2-yl-1H-imidazol-2-yl)pyridine-3-carboxylic acid C[C@@]1(N=C(NC1=O)C1=NC=CC=C1C(=O)O)C(C)C |r|